(R)-N-(3'-(5-(((R)-3-hydroxypyrrolidin-1-yl)methyl)picolinamido)-2,2'-dimethyl-[1,1'-biphenyl]-3-yl)-4-(methylamino)-4,5,6,7-tetrahydropyrazolo[1,5-a]pyridine-2-carboxamide O[C@H]1CN(CC1)CC=1C=CC(=NC1)C(=O)NC=1C(=C(C=CC1)C1=C(C(=CC=C1)NC(=O)C1=NN2C([C@@H](CCC2)NC)=C1)C)C